NC(CNC(C1=CC(=C(C=C1)C1=C(N=C(N1)C1=NC=C(C=C1)F)Cl)Cl)=O)=O N-(2-Amino-2-oxo-ethyl)-3-chloro-4-[4-chloro-2-(5-fluoro-2-pyridyl)-1H-imidazol-5-yl]benzamide